(8R)-10-fluoro-8,16-dimethyl-15,16-dihydro-8H-3,6-ethenoimidazo[5,1-f][1,10,4,7,8]benzodioxatriazacyclotridecin-17(14H)-one FC=1C=CC2=C([C@H](OC3=NN4C(C(N(CCO2)C)=O)=CN=C4C=C3)C)C1